CC1(OCC=2C(=C(N=CC2)C(=O)[O-])O1)C 2,2-dimethyl-4H-[1,3]dioxino[4,5-c]pyridine-8-carboxylate